FC(C(=O)[O-])(F)F.[NH4+].NC(=O)C1=CC=CC2=CN(N=C12)C1=CC=C(CN2CC(=CC=C2)C(C)O)C=C1 N-{4-[7-(aminocarbonyl)-2H-indazole-2-yl]benzyl}-2-hydroxy-2-pyridin-3-ylethane ammonium trifluoroacetate